B(OCCOCC(F)(F)F)(OCCOCC(F)(F)F)OCCOCC(F)(F)F tris(2-(2,2,2-trifluoroethoxy)ethyl) borate